COC1=C(C=C(C=C1)OC)C1=CC=C(C=C1)C=1N=NN(C1)C1=CC(=NC=C1)C(=O)OC Methyl 4-(4-(2',5'-dimethoxy-[1,1-biphenyl]-4-yl)-1H-1,2,3-triazol-1-yl)picolinate